C1N(CC12CNC2)C(C)=O 1-(2,6-diazaspiro[3.3]heptan-2-yl)ethanone